C(#N)C=1C(C([C@@H]2CC[C@]3([C@@]4(CC[C@]5(CC[C@H]([C@@H]([C@H]5[C@H]4C(C=C3[C@]2(C1)C)=O)C)C)CC(=O)N)C)C)(C)C)=O 2-((1S,2R,4aR,6aR,6bS,8aR,12aS,14aR,14bS)-11-cyano-1,2,6a,6b,9,9,12a-heptamethyl-10,14-dioxo-1,3,4,5,6,6a,6b,7,8,8a,9,10,12a,14,14a,14b-hexadecahydropicen-4a(2H)-yl)acetamide